4-(4-((1S,4S)-2,5-diazabicyclo[2.2.2]octan-2-yl)-2-((1-(morpholinomethyl)cyclopropyl)methoxy)-5,8-dihydropyrido[3,4-d]pyrimidin-7(6H)-yl)-5-bromonaphthalen-2-ol [C@@H]12N(C[C@@H](NC1)CC2)C=2C1=C(N=C(N2)OCC2(CC2)CN2CCOCC2)CN(CC1)C1=CC(=CC2=CC=CC(=C12)Br)O